6-Fluoro-4-(4-fluorophenyl)-N-((1-isobutylpiperidin-4-yl)methyl)-3,4-dihydroquinoxaline FC=1C=C2N(CCN(C2=CC1)CC1CCN(CC1)CC(C)C)C1=CC=C(C=C1)F